COC1=C(OC2=C(C=C(C#N)C=C2)C(F)(F)F)C=CC(=C1)C=C1OC2=C(C1=O)C=CC(=C2)OCCN2CCOCC2 4-(2-methoxy-4-((6-(2-morpholinoethoxy)-3-oxobenzofuran-2(3H)-ylidene)methyl)phenoxy)-3-(trifluoromethyl)benzonitrile